3-bromo-1-[(3S,5R)-5-(methoxymethyl)-1-(prop-2-enoyl)pyrrolidin-3-yl]-5-[[3-(morpholin-4-yl)propyl]amino]pyrazole-4-carboxamide BrC1=NN(C(=C1C(=O)N)NCCCN1CCOCC1)[C@@H]1CN([C@H](C1)COC)C(C=C)=O